N-[(1R,3aS,3bR,9aS,9bS,11aR)-1-[(2R)-6-hydroxy-6-methylheptan-2-yl]-9a,11a-dimethylhexadecahydro-1H-cyclopenta[1,2-a]phenanthrene-7-yl]methanesulfonamide OC(CCC[C@@H](C)[C@H]1CC[C@@H]2[C@@]1(CC[C@@H]1[C@]3(CCC(CC3CC[C@@H]21)NS(=O)(=O)C)C)C)(C)C